FC1(CN(CC1)C(=O)[C@@H]1CCCC=2N1C(N(N2)CC=2C=NC(=CC2)F)=O)F (5S)-5-[(3,3-Difluoropyrrolidin-1-yl)carbonyl]-2-[(6-fluoropyridin-3-yl)methyl]-5,6,7,8-tetrahydro[1,2,4]triazolo[4,3-a]pyridin-3(2H)-one